5-((4-bromo-6-fluoro-1H-benzo[d]imidazol-5-yl)oxy)-2-fluorobenzimidamide BrC1=C(C(=CC=2NC=NC21)F)OC=2C=CC(=C(C(N)=N)C2)F